[N].BrC1=CC=NC2=CC=C(C=C12)F 4-bromo-6-fluoroquinoline nitrogen